6-(4-((3-(4-butylpiperazin-1-yl)phenoxy)methyl)-6-methoxybenzofuran-2-yl)-2-methylimidazo[2,1-b][1,3,4]thiadiazole C(CCC)N1CCN(CC1)C=1C=C(OCC2=CC(=CC3=C2C=C(O3)C=3N=C2SC(=NN2C3)C)OC)C=CC1